C(C)(C)(C)OC([C@H](CC1=CC(=CC=C1)C=O)[C@H]1CN(CC1)C(=O)OC(C)(C)C)=O tert-butyl (S)-3-((R)-1-(tert-butoxy)-3-(3-formylphenyl)-1-oxopropan-2-yl)pyrrolidine-1-carboxylate